COC(=O)C=1N=NC(=CC1OC)\C=C\C1=CC=CC=C1 (E)-4-methoxy-6-styrylpyridazine-3-carboxylic acid methyl ester